(S)-2-Oxa-7-aza-spiro[4.4]nonane-7-carboxylic acid [4-methoxy-7-(1-methyl-1H-pyrazol-4-yl)-thiazolo[4,5-c]pyridin-2-yl]-amide COC1=NC=C(C2=C1N=C(S2)NC(=O)N2C[C@@]1(CCOC1)CC2)C=2C=NN(C2)C